2-fluoro-1-(3-(5-(trifluoromethyl)-3-(4-(trifluoromethyl)phenyl)-1H-pyrazolo[3,4-b]pyridin-1-yl)azetidin-1-yl)prop-2-en-1-one FC(C(=O)N1CC(C1)N1N=C(C=2C1=NC=C(C2)C(F)(F)F)C2=CC=C(C=C2)C(F)(F)F)=C